Methyl (5S)-2-chloro-5-methyl-6,7-dihydro-5H-cyclopenta[b]pyridine-3-carboxylate ClC1=C(C=C2C(=N1)CC[C@@H]2C)C(=O)OC